(S)-4-(dimethylamino)-1-(7-methyl-4-((3-methyl-4-((6-methylpyridin-3-yl)oxy)phenyl)amino)-5,7-dihydro-6H-pyrrolo[3',4':4,5]thieno[2,3-d]pyrimidin-6-yl)but-2-en-1-one CN(CC=CC(=O)N1CC2=C(SC=3N=CN=C(C32)NC3=CC(=C(C=C3)OC=3C=NC(=CC3)C)C)[C@@H]1C)C